C(C=C)(=O)OCCC(=O)O O-carboxyethyl acrylate